C[Si](C)(C)C#CC1=CC2=CC3=CC=C(C=C3C=C2C=C1)C#C[Si](C)(C)C 2,6-bis((trimethylsilyl)ethynyl)anthracene